N-methyl-1-(2-(trifluoromethyl)phenyl)methylamine CNCC1=C(C=CC=C1)C(F)(F)F